tert-Butyl (4-(hydroxymethyl)piperidin-4-yl)carbamate OCC1(CCNCC1)NC(OC(C)(C)C)=O